FC1=CC=C(C=C1)C1=NN2C(CN([C@H](C2)C)C(=O)OC(C)(C)C)=C1C1=C2C(=NC=C1)N(C=C2C)COCC[Si](C)(C)C tert-butyl (6S)-2-(4-fluorophenyl)-6-methyl-3-(3-methyl-1-{[2-(trimethylsilyl)ethoxy]methyl}-1H-pyrrolo[2,3-b]pyridin-4-yl)-6,7-dihydropyrazolo[1,5-a]pyrazine-5(4H)-carboxylate